FC1=CC(=C(C=C1)N[C@H](C)C=1C=C(C=C2C(N(C(=NC12)C1CCOCC1)C)=O)C)N1CCN(CC1)C(CO)=O (R)-8-(1-((4-fluoro-2-(4-(2-hydroxyacetyl)piperazin-1-yl)phenyl)amino)ethyl)-3,6-dimethyl-2-(tetrahydro-2H-pyran-4-yl)quinazolin-4(3H)-one